7-methyl-6-(4,4,5,5-tetramethyl-1,3,2-dioxaborolan-2-yl)-[1,2,4]triazolo[1,5-a]pyridine CC1=CC=2N(C=C1B1OC(C(O1)(C)C)(C)C)N=CN2